4-tert-butylphenyl-1,2,4-triazole C(C)(C)(C)C1=CC=C(C=C1)C1=NNC=N1